FCCCCCCCCCF 1,9-difluorononane